tert-butyl 3-fluoro-3-[[4-[6-isopropoxy-5-(pyrazolo[1,5-a]pyrimidine-3-carbonylamino)pyrazolo[3,4-b]pyridin-2-yl]-1-piperidyl]methyl]azetidine-1-carboxylate FC1(CN(C1)C(=O)OC(C)(C)C)CN1CCC(CC1)N1N=C2N=C(C(=CC2=C1)NC(=O)C=1C=NN2C1N=CC=C2)OC(C)C